(4-Bromo-3-methoxyphenyl)-4-(4-methyl-1-oxoisoindolin-2-yl)cyclohexane-1-carboxamide BrC1=C(C=C(C=C1)C1(CCC(CC1)N1C(C2=CC=CC(=C2C1)C)=O)C(=O)N)OC